8-(4-(difluoromethoxy)phenyl)-6-(2-(2-hydroxy-2-methylpropyl)-2H-indazol-5-yl)-2-((2,2,2-trifluoroethyl)amino)pteridin-7(8H)-one FC(OC1=CC=C(C=C1)N1C(C(=NC=2C=NC(=NC12)NCC(F)(F)F)C1=CC2=CN(N=C2C=C1)CC(C)(C)O)=O)F